tert-butyl 4-[5-[3-[2,6-difluoro-3-(isopropylsulfonylamino)benzoyl]-1H-pyrrolo[2,3-b]pyridin-5-yl]-2-pyridyl]piperazine-1-carboxylate FC1=C(C(=O)C2=CNC3=NC=C(C=C32)C=3C=CC(=NC3)N3CCN(CC3)C(=O)OC(C)(C)C)C(=CC=C1NS(=O)(=O)C(C)C)F